P(=O)(OC(C1=C(C=C(C=C1C)C)C)=O)(OC(C1=C(C=C(C=C1C)C)C)=O)[O-] bis(2,4,6-trimethylbenzoyl) phosphate